proline citrate C(CC(O)(C(=O)O)CC(=O)O)(=O)O.N1[C@@H](CCC1)C(=O)O